OC(=O)C(F)(F)F.FC(C1(NCC1)CO)F (2-(Difluoromethyl)azetidin-2-yl)methanol TFA salt